methyl-(2r,4r)-2-methylpiperidine-4-carboxylate hydrochloride Cl.COC(=O)[C@H]1C[C@H](NCC1)C